C(C1=CC=CC=C1)OC(N[C@H]1CNCCCC1)=O (R)-azacycloheptan-3-ylcarbamic acid benzyl ester